C(\C=C/C(=O)O)(=O)O.N1(CCNCC1)C(=O)O[C@H]1CC[C@@]2([C@H]3CC[C@@]4([C@H](CC[C@@]4([C@@H]3CC[C@H]2C1)O)C=1C=CC(OC1)=O)C)C (3S,5s,8R,9S,10S,13R,14S,17R)-14-hydroxy-10,13-dimethyl-17-(2-oxo-2H-pyran-5-yl)hexadecahydro-1H-cyclopenta[a]phenanthren-3-yl piperazine-1-carboxylate maleate